(2-amino-3-(3-(4-((2,3-difluoropyridin-4-yl)methyl)benzyl)isoxazol-5-yl)pyridin-1-ium-1-yl)methyl hydrogen phosphate P(=O)(OC[N+]1=C(C(=CC=C1)C1=CC(=NO1)CC1=CC=C(C=C1)CC1=C(C(=NC=C1)F)F)N)(O)[O-]